C(#N)C=1C=C(N=NC1)C=1C=C(C=CC1C)NC(=O)N1C2CCCC1C2 N-(3-(5-cyanopyridazin-3-yl)-4-methylphenyl)-6-azabicyclo[3.1.1]heptane-6-carboxamide